1,3-dimethylimidazole hexafluoroantimonate F[Sb-](F)(F)(F)(F)F.CN1CN(C=C1)C